C(C)(=O)N1CCC2(CN(C2)C2=C(CN3CCN(CC3)C(=O)OC(C(F)(F)F)C(F)(F)F)C=CC(=C2)C(F)(F)F)CC1 1,1,1,3,3,3-Hexafluoropropan-2-yl 4-(2-(7-acetyl-2,7-diazaspiro[3.5]nonan-2-yl)-4-(trifluoromethyl)benzyl)piperazine-1-carboxylate